C(C1=CC=CC=C1)OC1=NC(=CC=C1C1=NN(C2=CC(=CC=C12)N1CC2(C1)CN(CCC2)C(=O)OC(C)(C)C)C)OCC2=CC=CC=C2 tert-butyl 2-(3-(2,6-bis(benzyloxy) pyridin-3-yl)-1-methyl-1H-indazol-6-yl)-2,6-diazaspiro[3.5]nonane-6-carboxylate